F[C@@H]1[C@H]([C@@H]2CN([C@H]1C2)C)N(C2=CC=C(N=N2)C2=C(C=C(C=C2)N2C=NC=C2)O)C 2-(6-(((1S,4S,5S,6S)-6-fluoro-2-methyl-2-azabicyclo[2.2.1]heptan-5-yl)(methyl)amino)pyridazin-3-yl)-5-(1H-imidazol-1-yl)phenol